4-(5-chlorofuran-2-yl)-1,3-bis(2,4-difluorophenyl)-N-(3-(methoxymethyl)oxetan-3-yl)-5-methyl-4,5-dihydro-1H-pyrazole-5-carboxamide ClC1=CC=C(O1)C1C(=NN(C1(C(=O)NC1(COC1)COC)C)C1=C(C=C(C=C1)F)F)C1=C(C=C(C=C1)F)F